6-(5,6-dimethoxy-1H-benzo[d]imidazol-1-yl)-2-(2-oxopiperidin-1-yl)nicotinic acid methyl ester COC(C1=C(N=C(C=C1)N1C=NC2=C1C=C(C(=C2)OC)OC)N2C(CCCC2)=O)=O